C(C1=CC=CC=C1)[C@H]1CN(CCN1S(=O)(=O)C)C=1N=CC=2C(N1)=CN(N2)C=2C(=C(C(=C(C2)C(F)(F)F)F)O)F (S)-3-(5-(3-Benzyl-4-(methylsulfonyl)piperazin-1-yl)-2H-pyrazolo[4,3-d]pyrimidin-2-yl)-2,6-difluoro-5-(trifluoromethyl)phenol